N1=C(C=CC=C1)N1N=CC(=C1C(F)(F)F)NC(OC(C)(C)C)=O tert-butyl N-[1-(pyridin-2-yl)-5-(trifluoromethyl)-1H-pyrazol-4-yl]carbamate